F[Sb-](F)(F)(F)(F)F.C1(=CC=CC=C1)SC1=CC=C(C=C1)[S+](C1=CC=CC=C1)C1=CC=CC=C1 4-(phenylthio)phenyl-diphenylsulfonium hexafluoroantimonate